[K].CC(CC)C(C1(CC=C(C=C1O)C1=C(C=CC=C1)C1=NN=NN1)Cl)(C)C=1NC=CN1 (2-n-butyl-4-chloro-5-hydroxy-methyl-1-[(2'-(1H)-tetrazol-5-yl)biphenyl-4-yl]methyl)Imidazole potassium salt